N1C=C(C=2C1=NC=CC2)C=2SC=C(N2)C=2C=C(C=CC2)[C@]2(C=CC1=CC=NC=C12)O (S)-7-(3-(2-(1H-Pyrrolo[2,3-b]pyridin-3-yl)thiazol-4-yl)phenyl)-7H-cyclopenta[d]pyridin-7-ol